Methyl 4-methyl-6-oxo-1-phenyl-pyridazine-3-carboxylate CC=1C(=NN(C(C1)=O)C1=CC=CC=C1)C(=O)OC